7-bromo-2,6-dimethyl-5-nitro-indazole BrC1=C(C(=CC2=CN(N=C12)C)[N+](=O)[O-])C